C1(CC1)CC=1C2=C(S(C1)(=O)=O)C(=CC=C2)N[C@H]2[C@@H](CN(CC2)C)F 3-(cyclopropylmethyl)-7-(((3R,4R)-3-fluoro-1-methylpiperidin-4-yl)amino)-1,1-dioxidobenzo[b]thiophen